C(C)S(=O)(=O)C1=CC=C(C=C1)CC(=O)NC1=CC=C(C=C1)C1=NC2=C(N1[C@H](C)C1=CC=C(C=C1)C)C=C(C=C2)C(F)(F)F (R)-2-(4-(ethylsulfonyl)phenyl)-N-(4-(1-(1-(p-tolyl)ethyl)-6-(trifluoromethyl)-1H-benzo[d]imidazol-2-yl)phenyl)acetamide